C(C1=CC=CC=C1)OC(NCC1=CC(=CC=C1)OCCCCCNC1=C2C(N(C(C2=CC=C1)=O)C1C(NC(CC1)=O)=O)=O)=O.C[SiH](C=1CC2=CC=CC=C2C1C1=CC=CC=C1)C dimethyl-(3-phenyl-1H-inden-2-yl)silane Benzyl-N-({3-[(5-{[2-(2,6-dioxopiperidin-3-yl)-1,3-dioxo-2,3-dihydro-1H-isoindol-4-yl]amino}pentyl)oxy]phenyl}methyl)carbamate